4-((4-aminophenyl)methyl)-3-methoxyaniline NC1=CC=C(C=C1)CC1=C(C=C(N)C=C1)OC